N-[2-(4-chlorophenoxy)-5-(trifluoromethyl)phenyl]benzenecarboximidic acid ClC1=CC=C(OC2=C(C=C(C=C2)C(F)(F)F)N=C(O)C2=CC=CC=C2)C=C1